OC1CC(C1)C(F)(F)F hydroxy-3-(trifluoromethyl)cyclobutane